[Si](C)(C)(C(C)(C)C)OCCOC=1C=C(C=NC1)OCC=1C2=C(N=C(N1)N(C(C(F)(F)F)=O)C)N(C=C2I)S(=O)(=O)C2=CC=C(C)C=C2 N-(4-(((5-(2-((tert-butyldimethylsilyl)oxy)ethoxy)pyridin-3-yl)oxy)methyl)-5-Iodo-7-tosyl-7H-pyrrolo[2,3-d]pyrimidin-2-yl)-2,2,2-trifluoro-N-methylacetamide